6-(2,4-difluorophenoxy)-5-(6-methyl-7-oxo-6,7-dihydro-1H-pyrrolo[2,3-c]pyridin-4-yl)pyridine-3-sulfonamide FC1=C(OC2=C(C=C(C=N2)S(=O)(=O)N)C=2C3=C(C(N(C2)C)=O)NC=C3)C=CC(=C1)F